CC(CCOC1=CC=C(C(=N)N)C=C1)(C)C 4-(3,3-dimethylbutoxy)benzamidine